N-(2-(4-(3-chloro-4-((3,5-difluoropyridin-2-yl)methoxy)-5',6-dimethyl-2-carbonyl-2H-[1,4'-bipyridin]-2'-yl)thiazol-2-yl)propan-2-yl)acetamide ClC=1C(N(C(=CC1OCC1=NC=C(C=C1F)F)C)C1=CC(=NC=C1C)C=1N=C(SC1)C(C)(C)NC(C)=O)=C=O